BrC1=C(SC(=C1)Br)C=1SC(=CC1)C 3,5-dibromo-5'-methyl-2,2'-bithiophene